N4-[4-(4-fluorophenyl)-7-methoxy-1H-1,3-benzodiazol-2-yl]-N1,N1-dimethylbenzene-1,4-dicarboxamide FC1=CC=C(C=C1)C1=CC=C(C=2NC(=NC21)NC(=O)C2=CC=C(C=C2)C(=O)N(C)C)OC